O1N=CCC12C=CC(C=C2)=O 1-oxa-2-azaspiro[4.5]deca-2,6,9-trien-8-one